lithium 5-phenyl-6,7-dihydro-5H-pyrrolo[1,2-b][1,2,4]triazole-2-carboxylate C1(=CC=CC=C1)C1CCC=2N1N=C(N2)C(=O)[O-].[Li+]